thienyl-azobenzene methyl-4-(benzyloxy)-8-bromo-1-(3-(ethoxycarbonyl)thioureido)-7-fluoroisoquinoline-3-carboxylate COC(=O)C=1N=C(C2=C(C(=CC=C2C1OCC1=CC=CC=C1)F)Br)NC(=S)NC(=O)OCC.S1C(=CC=C1)C1=C(C=CC=C1)N=NC1=CC=CC=C1